tert-butyl 3-aminopropylcarbamate NCCCNC(OC(C)(C)C)=O